N,N-dimethyl-3-[(2Z)-pent-2-en-1-yloxy]propan-2-amine CN(C(C)COC\C=C/CC)C